lithium monothiophosphate P(=S)([O-])([O-])[O-].[Li+].[Li+].[Li+]